7-[4-[4-(Difluoromethyl)-1-piperidinyl]-2-methyl-anilino]-4H-1,4-benzoxazin-3-one FC(C1CCN(CC1)C1=CC(=C(NC2=CC3=C(NC(CO3)=O)C=C2)C=C1)C)F